COC(=O)[C@@H]1[C@@H]2[C@H](CN1)CCC2.BrC2=CC=C(C=C2)S(=O)(=O)N2C1CN(CC2CC1)C(=O)C1=CN=NN1 {8-[(4-bromophenyl)sulfonyl]-3,8-diazabicyclo[3.2.1]oct-3-yl}(1H-1,2,3-triazol-5-yl)methanone methyl-(3S,3aS,6aR)-1,2,3,3a,4,5,6,6a-octahydrocyclopenta[c]pyrrole-3-carboxylate